beta-amino-5alpha-hydroxy-6beta-[2-(1H-imidazol-4-yl)ethylamino]cholestan NC(CN[C@@H]1C[C@H]2[C@@H]3CC[C@H]([C@@H](CCCC(C)C)C)[C@]3(CC[C@@H]2[C@]2(CCCC[C@]12O)C)C)C=1N=CNC1